ClC=1C=C(C=CC1)C1=C(NC=2C1=NC=CC2)C2=C(C=NC=C2)O[C@H]2CNCC2 |r| 3-(3-chlorophenyl)-2-(3-{[(3RS)-pyrrolidin-3-yl]oxy}pyridin-4-yl)-1H-pyrrolo[3,2-b]pyridine